OC1=C(NC=CN1)C(=O)O 3-hydroxy-1,4-dihydropyrazine-2-carboxylic Acid